(2S)-4-[[5-chloro-2-methyl-3-[(5-tetrahydropyran-3-yl-1,3,4-oxadiazol-2-yl)amino]phenyl]methyl]-2-methyl-piperazine-1-carboxylic acid isopropyl ester C(C)(C)OC(=O)N1[C@H](CN(CC1)CC1=C(C(=CC(=C1)Cl)NC=1OC(=NN1)C1COCCC1)C)C